ClC1=CC2=C(N(C(C(N2C)=O)=O)C2C[C@H]3CC[C@@H](C2)N3C3=NC=C(C=N3)C=O)N=C1 2-((1R,3s,5S)-3-(7-chloro-1-methyl-2,3-dioxo-2,3-dihydropyrido[2,3-b]pyrazine-4(1H)-yl)-8-azabicyclo[3.2.1]octan-8-yl)pyrimidine-5-carbaldehyde